2-[1-[4-[2-[1-(6,7-dihydro-5H-pyrrolo[1,2-c]imidazol-1-yl)-2-oxo-2-(thiazol-2-ylamino)ethyl]-7-fluoro-3-oxo-isoindol-5-yl]phenyl]-4-piperidinyl]acetic acid C1(=C2N(C=N1)CCC2)C(C(NC=2SC=CN2)=O)N2CC1=C(C=C(C=C1C2=O)C2=CC=C(C=C2)N2CCC(CC2)CC(=O)O)F